(S)-(1-cyclopropyl-2-(1H-indol-3-yl)ethyl)carbamic acid tert-butyl ester C(C)(C)(C)OC(N[C@@H](CC1=CNC2=CC=CC=C12)C1CC1)=O